5-tetrahydropyran-4-yl-pyridine-3-carboxamide O1CCC(CC1)C=1C=C(C=NC1)C(=O)N